FC=1C(=NC=C(C1)F)N1CCC(CC1)CCN1N=C(C=2CCCCC12)C(=O)N1CCC(CC1)NC(C)=O N-[1-[1-[2-[1-(3,5-difluoro-2-pyridyl)-4-piperidyl]ethyl]-4,5,6,7-tetrahydroindazole-3-carbonyl]-4-piperidyl]acetamide